ethyl 2-(9-ethyl-2-(4-methoxy-3-(1-methyl-1H-pyrazol-3-yl)phenyl)-6-morpholino-9H-purin-8-yl)acetate C(C)N1C2=NC(=NC(=C2N=C1CC(=O)OCC)N1CCOCC1)C1=CC(=C(C=C1)OC)C1=NN(C=C1)C